N-{4-[1-(3-chloro-phenyl)-1H-[1,2,3]triazol-4-yl]-phenyl}-2-(1,3-dimethyl-2,6-dioxo-1,2,3,6-tetrahydro-purin-7-yl)acetamide ClC=1C=C(C=CC1)N1N=NC(=C1)C1=CC=C(C=C1)NC(CN1C=NC=2N(C(N(C(C12)=O)C)=O)C)=O